FC1=C2C(C=C(NC2=CC(=C1C#CC1=CC=NC=C1)F)C=1C=C(C#N)C=CC1S(=O)(=O)C)=O 3-(5,7-Difluoro-4-oxo-6-(pyridin-4-ylethynyl)-1,4-dihydroquinolin-2-yl)-4-(methylsulfonyl)benzonitrile